COC1=C(C=CC=C1)C(O)(C1=CC=C(C=C1)C(F)(F)F)C=1NC2=CC=CC=C2C1C1=CC=CC=C1 (2-methoxyphenyl)(3-phenyl-1H-indol-2-yl)(4-(trifluoromethyl)phenyl)methanol